1,2-bis(Heptanoylthio)-1,2-dideoxy-sn-glycero-3-phosphorylcholine CCCCCCC(=O)SC[C@H](COP(=O)([O-])OCC[N+](C)(C)C)SC(=O)CCCCCC